methyl (1S,3S)-3-((2-cyclopropyl-6-(5-((((3-fluoropropyl)(methyl)carbamoyl)oxy)methyl)-1-methyl-1H-1,2,3-triazol-4-yl)pyridin-3-yl)oxy)cyclohexane-1-carboxylate C1(CC1)C1=NC(=CC=C1O[C@@H]1C[C@H](CCC1)C(=O)OC)C=1N=NN(C1COC(N(C)CCCF)=O)C